NC1=NC=2C=NC(=CC2C2=C1N=CN=C2)C(=O)O 5-aminopyrimido[4,5-c]-[1,7]naphthyridine-9-carboxylic acid